3-(1-oxo-6-(((5-(4-(trifluoromethoxy)phenyl)-1,3,4-oxadiazol-2-yl)amino)methyl)isoindolin-2-yl)-1-((2-(trimethylsilyl)ethoxy)methyl)piperidine-2,6-dione O=C1N(CC2=CC=C(C=C12)CNC=1OC(=NN1)C1=CC=C(C=C1)OC(F)(F)F)C1C(N(C(CC1)=O)COCC[Si](C)(C)C)=O